(R,R) or (R,S)-N'-((3-hydroxy-1,2,3,5,6,7-hexahydro-s-indacen-4-yl)carbamoyl)-5-(2-hydroxypropan-2-yl)thiazole-2-sulfonimidamide O[C@@H]1CCC2=CC=3CCCC3C(=C12)NC(=O)N=[S@](=O)(N)C=1SC(=CN1)C(C)(C)O |o1:1|